COC(C(CC1=CC=C(C=C1)[N+](=O)[O-])NC(C1=CC=C(C=C1)NC(=O)OC)=O)=O 2-{4-[(methoxycarbonyl)amino]benzamido}-3-(4-nitrophenyl)-propionic acid methyl ester